3,7-dimethyloct-2,6-dien-1-ol CC(=CCO)CCC=C(C)C